FC(C1=C(C=CC=C1)C=1C=CC(=C2C=CC=NC12)CCC(=O)O)(F)F 3-(8-(2-(trifluoromethyl)phenyl)quinolin-5-yl)propionic acid